2-{3-[3-amino-4-(7H-pyrrolo[2,3-d]pyrimidin-4-yl)-1H-pyrazol-1-yl]-1-(isopropylsulfonyl)azetidin-3-yl}acetonitrile NC1=NN(C=C1C=1C2=C(N=CN1)NC=C2)C2(CN(C2)S(=O)(=O)C(C)C)CC#N